COC(=O)C1=CC2=C(N(CC(CS2(=O)=O)(CCCC)CCCC)C2=CC=CC=C2)C=C1SC 3,3-Dibutyl-7-(methylsulfanyl)-5-phenyl-2,3,4,5-tetrahydro-1,5-benzothiazepine-8-carboxylic acid methyl ester 1,1-dioxide